4-chlorobenzyl (4-(1-(1-(2-methoxyethyl)-1H-pyrazole-5-carboxamido)ethyl)phenyl)carbamate COCCN1N=CC=C1C(=O)NC(C)C1=CC=C(C=C1)NC(OCC1=CC=C(C=C1)Cl)=O